N1=CC=C(C=C1)NC(=O)[C@H]1CC12CCN(CC2)C(=O)OC(C(F)(F)F)C(F)(F)F 1,1,1,3,3,3-Hexafluoropropan-2-yl (S)-1-(pyridin-4-ylcarbamoyl)-6-azaspiro[2.5]octan-6-carboxylat